tert-Butyl 2-((2-chloro-4-fluorophenyl)sulfonyl)-2,7-diazaspiro[3.5]nonane-7-carboxylate ClC1=C(C=CC(=C1)F)S(=O)(=O)N1CC2(C1)CCN(CC2)C(=O)OC(C)(C)C